7-(1H-1,3-benzodiazol-1-yl)-2-phenyl-5,7-diazaspiro[3.4]octane-6,8-dione N1(C=NC2=C1C=CC=C2)N2C(NC1(CC(C1)C1=CC=CC=C1)C2=O)=O